COC1=CC(C1=O)=O 4-methoxy-cyclobut-3-ene-1,2-dione